N-(1-(3-fluorophenyl)piperidin-3-yl)-6-morpholinopyrimidin-4-amine FC=1C=C(C=CC1)N1CC(CCC1)NC1=NC=NC(=C1)N1CCOCC1